tert-butyl (1R,5S)-3-(7-bromo-2-chloro-8-fluoro-3-nitroquinolin-4-yl)-3,8-diazabicyclo[3.2.1]octane-8-carboxylate BrC1=CC=C2C(=C(C(=NC2=C1F)Cl)[N+](=O)[O-])N1C[C@H]2CC[C@@H](C1)N2C(=O)OC(C)(C)C